8-bromo-4-[1-[3-(5-bromothiazol-2-yl)pyrazin-2-yl]ethylamino]-6-(trifluoromethyl)-1H-quinazolin-2-one BrC=1C=C(C=C2C(=NC(NC12)=O)NC(C)C1=NC=CN=C1C=1SC(=CN1)Br)C(F)(F)F